N-(5-(4-Chloro-1-methyl-1H-pyrazole-5-carbonyl)-5,6-dihydro-4H-pyrrolo[3,4-d]thiazol-2-yl)-4-(6-methoxyimidazo[1,5-a]pyridin-7-yl)-6-methyl-nicotinamide ClC=1C=NN(C1C(=O)N1CC=2N=C(SC2C1)NC(C1=CN=C(C=C1C1=CC=2N(C=C1OC)C=NC2)C)=O)C